3-(6-bromo-3-nitroquinolin-4-yl)azetidine-1,3-dicarboxylic acid BrC=1C=C2C(=C(C=NC2=CC1)[N+](=O)[O-])C1(CN(C1)C(=O)O)C(=O)O